(((9H-fluoren-9-yl)methoxy)carbonyl)-L-lysine C1=CC=CC=2C3=CC=CC=C3C(C12)COC(=O)N[C@@H](CCCCN)C(=O)O